COC(C1=C(C=C(C(=C1)F)C1=CC=CC=2CN(COC21)C(C2=C(C=C(C=C2Cl)C=2C=1C(C=NC2)=CN(N1)C)Cl)=O)N1C2COCC1CC2)=O 4-[3-[2,6-Dichloro-4-(2-methylpyrazolo[4,3-c]pyridin-7-yl)benzoyl]-2,4-dihydro-1,3-benzoxazin-8-yl]-5-fluoro-2-(3-oxa-8-azabicyclo[3.2.1]oct-8-yl)benzoic acid methyl ester